3,4-Dichlorophenyl 3-deoxy-3-[4-(2,3,4,5,6-pentafluorophenyl)-1H-1,2,3-triazol-1-yl]-α-D-galactopyranosyl Sulfone FC1=C(C(=C(C(=C1F)F)F)F)C=1N=NN(C1)[C@@H]1[C@H]([C@H](O[C@@H]([C@@H]1O)CO)S(=O)(=O)C1=CC(=C(C=C1)Cl)Cl)O